2-(4-(pentafluorosulfanyl)phenoxy)ethylamine FS(C1=CC=C(OCCN)C=C1)(F)(F)(F)F